4-(difluoromethyl)-2-(3-((1s,3s)-3-methoxy-1-(4-methyl-4H-1,2,4-triazol-3-yl)cyclobutyl)phenyl)-6-(((1-methylcyclobutyl)amino)methyl)isoindolin-1-one FC(C1=C2CN(C(C2=CC(=C1)CNC1(CCC1)C)=O)C1=CC(=CC=C1)C1(CC(C1)OC)C1=NN=CN1C)F